tert-butyl N-[(1S,3R)-3-[[6-bromo-3-[N'-[4-[tert-butyl(dimethyl)silyl]oxy-2-ethyl-5-fluoro-phenyl]carbamimidoyl]pyrrolo[1,2-b]pyridazin-4-yl]amino]cyclopentyl]carbamate BrC=1C=C2N(N=CC(=C2N[C@H]2C[C@H](CC2)NC(OC(C)(C)C)=O)C(N)=NC2=C(C=C(C(=C2)F)O[Si](C)(C)C(C)(C)C)CC)C1